CC(C=CC=CO)(C)C Trimethyl-1,3-pentadienol